2-[2-(4-benzyloxy-6-chloro-2-methyl-3-pyridinyl)-2-hydroxy-ethyl]isoindoline-1,3-dione C(C1=CC=CC=C1)OC1=C(C(=NC(=C1)Cl)C)C(CN1C(C2=CC=CC=C2C1=O)=O)O